(2S,3R)-2-amino-3-phenylbutanoic acid hydrochloride Cl.N[C@H](C(=O)O)[C@H](C)C1=CC=CC=C1